C1(=CC=C(C=C1)OCC(=O)N(CC=1SC=CC1)C1=CC=NN1)C 2-(p-tolyloxy)-N-(1H-pyrazol-5-yl)-N-((thiophen-2-yl)methyl)acetamide